NCC(CN1N=CN(C1=O)CC1=CC=C(S1)C=1C=C2CCC(NC2=CC1)=O)=C(F)F 6-[5-[[1-[2-(aminomethyl)-3,3-difluoro-allyl]-5-oxo-1,2,4-triazol-4-yl]methyl]-2-thienyl]-3,4-dihydro-1H-quinolin-2-one